FC=1C=CC2=C(C(=CO2)C=2C=C(SC2)C(CCC(=O)O)=O)C1 4-(4-(5-fluorobenzofuran-3-yl)thiophen-2-yl)-4-oxobutyric acid